(S)-N-(3-(2-((1,5-dimethyl-1H-pyrazol-3-yl)amino)-5-methylpyrimidin-4-yl)-1H-indol-7-yl)-2-(3-((6-((3-(dimethylamino)propyl)amino)pyrimidin-4-yl)oxy)pyrrolidin-1-yl)acetamide CN1N=C(C=C1C)NC1=NC=C(C(=N1)C1=CNC2=C(C=CC=C12)NC(CN1C[C@H](CC1)OC1=NC=NC(=C1)NCCCN(C)C)=O)C